OC1=CC(=C(C=C1)OB(O)O)C 4-hydroxy-2-methylphenylboric acid